C(C=C)(=O)N[C@@H]1[C@@H](CCC1)NC(=O)C=1SC=2N=CC=C3N(C(NC1C23)=O)C2=CC(=CC=C2)C2=NC=CC=C2 N-((1R,2S)-2-Acrylamidocyclopentyl)-4-oxo-5-(3-(pyridin-2-yl)phenyl)-4,5-dihydro-3H-1-thia-3,5,8-triazaacenaphthylene-2-carboxamide